ClC1=C(C=CC=C1)NC=1C=C2C(=CN1)N(N=C2)C=2C=C(SC2)C(=O)NCC 4-(5-((2-chlorophenyl)amino)-1H-pyrazolo[3,4-c]pyridin-1-yl)-N-ethylthiophene-2-carboxamide